methyl (S)-2-(((benzyloxy) carbonyl) amino)-4-methylpent-4-enoate C(C1=CC=CC=C1)OC(=O)N[C@H](C(=O)OC)CC(=C)C